6,7-dihydro-1,4-oxazepine O1C=CN=CCC1